C1(CCCC1)C1=NN(C=C1)C(C)C1=NC(=NO1)C1CN(CC12CN(C2)C(=O)[C@@H]2C(C2)(F)F)C(=O)OCC=C allyl 8-(5-(1-(3-cyclopentyl-1H-pyrazol-1-yl)ethyl)-1,2,4-oxadiazol-3-yl)-2-((R)-2,2-difluorocyclopropane-1-carbonyl)-2,6-diazaspiro[3.4]octane-6-carboxylate